BrC1=CC=C(CNCC(=O)O)C=C1 N-4-bromobenzylglycine